3-amino-N-(cyclopent-1,3-dien-1-yl)cyclobutane-1-carboxamide NC1CC(C1)C(=O)NC1=CC=CC1